C(#N)C=1C=C(C=CC1[Si](C)(C)C)NC(C(C1=CC=C(C=C1)COC)NC(=O)N1CC(C1)O)=O N-(2-((3-cyano-4-(trimethylsilyl)phenyl)amino)-1-(4-(methoxymethyl)phenyl)-2-oxoethyl)-3-hydroxyazetidine-1-carboxamide